tert-butyl 4-(6-oxo-5-(5,6,7,8-tetrahydroquinolin-5-yl)-5,6-dihydropyrido[2,3-b]pyrazin-7-yl)piperidine-1-carboxylate O=C1C(=CC=2C(=NC=CN2)N1C1C=2C=CC=NC2CCC1)C1CCN(CC1)C(=O)OC(C)(C)C